C(C)OC(=O)C=1C(=NC(=NC1)Cl)NC1C2CC(CC1CC2)=O 2-chloro-4-((3-oxobicyclo[3.2.1]oct-8-yl)amino)pyrimidine-5-carboxylic acid ethyl ester